(2E,2'E)-2,2'-(1-(5-((4-methylpiperazin-1-yl)methyl)furan-2-yl)propane-1,2-diylidene)bis(N-ethylhydrazine-1-carbothioamide) CN1CCN(CC1)CC1=CC=C(O1)\C(\C(\C)=N\NC(NCC)=S)=N\NC(NCC)=S